4,5-dichloro-4,5-difluoro-1,3-dioxolane ClC1(OCOC1(F)Cl)F